tetrabutyl-phosphine 2,5-furandiformate O1C(=CC=C1C(=O)O)C(=O)O.C(CCC)P(CCCC)(CCCC)CCCC